C(C)OC1=CC=C(C=C1)N1[C@@H]2CN(C[C@H](C1)CC2(C)C)C2=CC=C(C=C2)S(=O)(=O)CCN 2-((4-((1R,5S)-6-(4-ethoxyphenyl)-9,9-dimethyl-3,6-diazabicyclo[3.2.2]nonan-3-yl)phenyl)sulfonyl)ethane-1-amine